(S)-4-(4-(1-hydroxyheptyl)bicyclo[2.2.2]octan-1-yl)phenol O[C@@H](CCCCCC)C12CCC(CC1)(CC2)C2=CC=C(C=C2)O